O1C(NC2=C1C=CC(=C2)NC2=NC(=NC=C2C)NC=2C=C1C=NNC1=CC2)=O N4-(benzo[d]oxazol-2(3H)-on-5-yl)-N2-(1H-indazol-5-yl)-5-methylpyrimidine-2,4-diamine